C(C)N1[C@H](CCC1=O)C(=O)NC1=CC(=CC=2CCOC21)OC2=NC=C(C=C2)C(F)(F)F (R)-1-Ethyl-5-oxo-N-(5-((5-(trifluoromethyl)pyridin-2-yl)oxy)-2,3-dihydro-benzofuran-7-yl)pyrrolidine-2-carboxamide